N1=C(N=CC2=C1C=CC=C2)C2=NC1=CC=CC=C1C=N2 benzopyrimidinyl-(quinazoline)